C(C)(C)(C)OC(=O)N1C[C@H]([C@@H](CC1)OC=1C=C2C(=NC=NC2=CC1OC(F)F)C=1C(=NN(C1)C)C1=CC=CC=C1)F (3R,4R)-4-{[7-(difluoromethoxy)-4-(1-methyl-3-phenyl-1H-pyrazol-4-yl)quinazolin-6-yl]oxy}-3-fluoropiperidine-1-carboxylic acid tert-butyl ester